Sodium stearoylmethyl taurate NCCS(=O)(=O)OCC(CCCCCCCCCCCCCCCCC)=O.[Na]